tert-butyl ((5-bromo-2-methyl-2H-1,2,3-triazol-4-yl)(cyclopropyl)methyl)(methyl)carbamate BrC=1C(=NN(N1)C)C(C1CC1)N(C(OC(C)(C)C)=O)C